NC1=NC=NN2C1=C(C=C2C2CCC(CC2)O)C2=CC=C(C=C2)C2OCCN1C2=C(C(N1C1=NC=CC=C1)=O)C(=O)N (4-(4-amino-7-((1r,4r)-4-hydroxycyclohexyl)pyrrolo[2,1-f][1,2,4]triazin-5-yl)phenyl)-2-oxo-1-(pyridin-2-yl)-2,4,6,7-tetrahydro-1H-pyrazolo[5,1-c][1,4]oxazine-3-carboxamide